CC(=O)OC1=CC=C(C=C1)/C=C/C(=O)OC The molecule is a phenyl acetate obtained by the formal condensation of the hydroxy group of trans-4-coumaric acid with acetic acid. It is a cinnamate ester and a member of phenyl acetates. It derives from a trans-4-coumaric acid.